ClC=1C=CC2=C(N(CN(S2(=O)=O)[C@@H](C(C)C2=C(C(=CC=C2F)C)C)C2=NNC(O2)=O)C2CC2)C1 5-((1S)-1-(6-chloro-4-cyclopropyl-1,1-dioxido-3,4-dihydro-2H-benzo[e][1,2,4]thiadiazin-2-yl)-2-(6-fluoro-2,3-dimethylphenyl)propyl)-1,3,4-oxadiazol-2(3H)-one